C(C)[C@H]1[C@H]([C@@H]1C=1C=NN(C1)C)C(=O)NC=1N=CC2=CC(=C(C=C2C1)C1=C(C2=C(OCCN2)N=C1)C)F (1R,2R,3R)-2-Ethyl-N-(7-fluoro-6-(8-methyl-2,3-dihydro-1H-pyrido[2,3-b][1,4]oxazin-7-yl)isochinolin-3-yl)-3-(1-methyl-1H-pyrazol-4-yl)cyclopropan-1-carboxamid